5-(4-(5-((dimethylamino)methyl)thiophen-2-yl)-6-morpholino-1,3,5-triazin-2-yl)pyrimidin-2-amine CN(C)CC1=CC=C(S1)C1=NC(=NC(=N1)N1CCOCC1)C=1C=NC(=NC1)N